2,5-dibenzyloxy-phthalaldehyde C(C1=CC=CC=C1)OC1(C(C=O)C=C(C=C1)OCC1=CC=CC=C1)C=O